O=C1N(CC2=CC(=CC=C12)CN1CCN(CC1)CCC)C1C(NC(CC1)=O)=O 3-(1-oxo-5-((4-propylpiperazin-1-yl)methyl)isoindolin-2-yl)piperidine-2,6-dione